tert-Butyl (3-cyano-7-fluoro-4-(5-fluoro-3-((S)-3-(methyl(2-(methylamino)-2-oxoethyl)amino)pyrrolidin-1-yl)-7,9-dihydrofuro[3,4-f]quinazolin-6-yl)thieno[3,2-c]pyridin-2-yl)carbamate C(#N)C1=C(SC2=C1C(=NC=C2F)C=2C1=C(C=3C=NC(=NC3C2F)N2C[C@H](CC2)N(CC(=O)NC)C)COC1)NC(OC(C)(C)C)=O